4-((4-aminophenyl)thio)-2-butoxybenzenamine NC1=CC=C(C=C1)SC1=CC(=C(C=C1)N)OCCCC